CC(=CCNO)C N-(3-methylbut-2-en-1-yl)hydroxylamine